BrC1=CC=CC2=C1O[C@@H](C(N2)=O)C (R)-8-bromo-2-methyl-2H-benzo[b][1,4]oxazin-3(4H)-one